2-fluoro-4-(N-hydroxycarbamimidoyl)-benzoic acid FC1=C(C(=O)O)C=CC(=C1)C(NO)=N